C[C@H]1N(C[C@H]1C(=O)O)C1=NC=CC=C1 (2R,3R)-2-methyl-1-(pyridin-2-yl)azetidine-3-carboxylic acid